(2R,4S,5R,6R)-6-((1R,2R)-1,2-dihydroxy-3-(2-(3-hydroxyphenyl)acetamido)propyl)-4-hydroxy-5-(2-hydroxyacetamido)-2-((6-(prop-2-yn-1-yloxy)hexyl)oxy)tetrahydro-2H-pyran-2-carboxylic acid O[C@H]([C@@H](CNC(CC1=CC(=CC=C1)O)=O)O)[C@H]1[C@@H]([C@H](C[C@@](O1)(C(=O)O)OCCCCCCOCC#C)O)NC(CO)=O